CNC(C1=C(C=CC=C1)SC1=CC=C2C(=NN(C2=C1)C(C(C)(C)C)=O)\C=C\C1=NC=CC=C1)=O N-methyl-2-((3-((E)-2-(2-pyridinyl)vinyl)-1-pivaloyl-1H-indazol-6-yl)thio)benzamide